N-(5-bromo-4-fluoro-2-methoxyphenyl)acetamide BrC=1C(=CC(=C(C1)NC(C)=O)OC)F